6-[(2-Methoxyphenyl)(1-pyrrolidinyl)methyl]-1,3-benzodioxol COC1=C(C=CC=C1)C(C=1C=CC2=C(OCO2)C1)N1CCCC1